N-{3-(trifluoromethyl)bicyclo[1.1.1]pent-1-yl}-4-{(S)-1,7-diaza-7-spiro[4.4]nonyl}-5-(3,5-difluorophenyl)nicotinamide FC(C12CC(C1)(C2)NC(C2=CN=CC(=C2N2C[C@]1(CCCN1)CC2)C2=CC(=CC(=C2)F)F)=O)(F)F